4-(4-(2-(benzo[d]thiazol-2-yl)vinyl)phenyl)morpholine S1C(=NC2=C1C=CC=C2)C=CC2=CC=C(C=C2)N2CCOCC2